FC(CC[C@@H](C(C(=O)NCCN1CCOCC1)=O)NC(=O)[C@H]1N(CC2(C1)CCCCC2)C([C@H](C(C)(C)C)NC(OC)=O)=O)(C)F Methyl ((S)-1-((S)-3-(((S)-6,6-difluoro-1-((2-morpholinoethyl)amino)-1,2-dioxoheptan-3-yl)carbamoyl)-2-azaspiro[4.5]decan-2-yl)-3,3-dimethyl-1-oxobutan-2-yl)carbamate